BrC=1C=C(C=2N(C1)C1=C(N2)COCC1)Br 7,9-dibromo-3,4-dihydro-1H-pyrano[3',4':4,5]imidazo[1,2-a]pyridine